2-cyclopropyl-4-(((1S,2S)-2-(5-fluoropyridin-2-yl)cyclopropyl)methoxy)pyrimidine-5-carbonitrile C1(CC1)C1=NC=C(C(=N1)OC[C@@H]1[C@H](C1)C1=NC=C(C=C1)F)C#N